N1=CC=C(C=C1)C1=NN=C(S1)CNC(=O)C=1N=NN(C1)CC(F)(F)F N-((5-(pyridin-4-yl)-1,3,4-thiadiazol-2-yl)methyl)-1-(2,2,2-trifluoroethyl)-1H-1,2,3-triazole-4-carboxamide